(E)-3-(3-bromophenyl)-1-(5-hydroxy-7-methoxy-2,2-dimethyl-2H-chromen-6-yl)prop-2-en-1-one BrC=1C=C(C=CC1)/C=C/C(=O)C=1C(=C2C=CC(OC2=CC1OC)(C)C)O